BrC1=CC=C(C=C1)N1N=C(C(=C1)C1=CC=C(C=C1)F)C1OC(C(N1)=O)C 2-(1-(4-bromophenyl)-4-(4-fluorophenyl)-1H-pyrazol-3-yl)-5-methyloxazolidin-4-one